triethyl-[3-(trifluoromethyl)pyrrolidin-3-yl]oxysilane C(C)[Si](OC1(CNCC1)C(F)(F)F)(CC)CC